NC1=NC=NN2C1=C(C=C2C=2C=CC(=C(C(=O)N[C@@H]1CN(C[C@@H]1F)C(CC(C)C)=O)C2)CF)C(F)(F)F 5-[4-amino-5-(trifluoromethyl)pyrrolo[2,1-f][1,2,4]triazin-7-yl]-N-[(3R,4S)-4-fluoro-1-(3-methylbutanoyl)pyrrolidin-3-yl]-2-(fluoromethyl)benzamide